4-(3-(4-fluorophenyl)-4H-1,2,4-triazol-4-yl)pyridine FC1=CC=C(C=C1)C1=NN=CN1C1=CC=NC=C1